3,6-dichloro-4-((1S,2S)-2-(trifluoromethyl)cyclopropyl)pyridazine neopentyl-((naphthalen-1-yloxy)(4-nitrophenoxy)phosphoryl)alaninate C(C(C)(C)C)N([C@@H](C)C(=O)O)P(=O)(OC1=CC=C(C=C1)[N+](=O)[O-])OC1=CC=CC2=CC=CC=C12.ClC=1N=NC(=CC1[C@@H]1[C@H](C1)C(F)(F)F)Cl